BrC1=NC=CC(=C1OCC(=O)OC(C)(C)C)[N+](=O)[O-] tert-butyl 2-[(2-bromo-4-nitro-3-pyridyl)oxy]acetate